ClC=1C=C(OCC(=O)NC23CC(C2)(C3)NC(COCCC3=CC(=CC=C3)F)=O)C=CC1Cl 2-(3,4-Dichlorophenoxy)-N-(3-{2-[2-(3-fluorophenyl)ethoxy]acetylamino}-bicyclo[1.1.1]pentan-1-yl)acetamide